3-(trifluoromethylsulfonyl)chlorobenzene C1=CC(=CC(=C1)Cl)S(=O)(=O)C(F)(F)F